[NH4+].O[C@H](C(=O)[O-])C(CO)(C)C (S)-2,4-dihydroxyl-3,3-dimethylbutyrate ammonium salt